C(C)(C)(C)OC(=O)NC(CC)C1=NC=2N(C(N(C(C2N1C)=O)CC=1N(C2=CC=CC(=C2C1)Cl)C(=O)OC(C)(C)C)=O)C tert-butyl 2-((8-(1-((tert-butoxycarbonyl)amino) propyl)-3,7-dimethyl-2,6-dioxo-2,3,6,7-tetrahydro-1H-purin-1-yl)methyl)-4-chloro-1H-indole-1-carboxylate